NC1=NC2=CC(=CC(=C2C=C1CCCCC)CCCCCN)C=1C=C(C=CC1)S(=O)(=O)N1CC(C1)CO [1-[3-[2-amino-5-(5-aminopentyl)-3-pentyl-7-quinolyl]phenyl]sulfonylazetidin-3-yl]methanol